N1C=CC=2C1=NC=C(C2)OC2=C(C(=O)OC)C=CC(=C2)N2CCN(CC2)CC2=C(CC(CC2)(C)C)C21CC(C2)(C1)C(F)(F)F methyl 2-(1H-pyrrolo[2,3-b]pyridin-5-yloxy)-4-(4-((4,4-dimethyl-2-(3-(trifluoromethyl)bicyclo[1.1.1]pentan-1-yl)cyclohex-1-enyl)methyl)piperazin-1-yl)benzoate